ClC=1C=CC2=C(C(=N[C@H](C=3N2C(=NN3)S)CCC(=O)OC)C3=CC=CC=C3)C1 methyl (S)-3-(8-chloro-6-phenyl-1-mercapto-4H-benzo[f][1,2,4]triazolo[4,3-a][1,4]diazepin-4-yl)propionate